(1R,2S,4S,5R)-6-methoxycyclohexane-1,2,3,4,5-pentaol COC1[C@@H]([C@H](C([C@@H]([C@H]1O)O)O)O)O